CC1=C(N=C(N1)C1=CSC=C1)C1=CC=CC2=CC=CC=C12 5-methyl-4-(1-naphthyl)-2-(3-thienyl)imidazole